methyl 4-[[(2R,3S,4S,5R)-3-(3,4-difluoro-2-methoxy-phenyl)-4,5-dimethyl-5-(trifluoromethyl)tetrahydrofuran-2-carbonyl]amino]-3-fluoro-pyridine-2-carboxylate FC=1C(=C(C=CC1F)[C@H]1[C@@H](O[C@]([C@H]1C)(C(F)(F)F)C)C(=O)NC1=C(C(=NC=C1)C(=O)OC)F)OC